NC=1C2=C(N=CN1)N(C(=C2C2=CC=C(C(=O)NC1C(N(CC1)C)=O)C=C2)C2=CC=C(C=C2)NC(C(=C)C)=O)C 4-(4-amino-6-(4-methacrylamido-phenyl)-7-methyl-7H-pyrrolo[2,3-d]pyrimidin-5-yl)-N-(1-methyl-2-oxopyrrolidin-3-yl)benzamide